3-(2-chloro-3'-methyl-4'-(2-morpholinoethoxy)-[1,1'-biphenyl]-3-yl)piperidine-2,6-dione ClC1=C(C=CC=C1C1C(NC(CC1)=O)=O)C1=CC(=C(C=C1)OCCN1CCOCC1)C